ClCC=1C(=NC=CC1)F 3-(chloromethyl)-2-fluoropyridine